CN1C2C(=CCC1CC2)C(=O)OC Methyl 8-Methyl-8-Azabicyclo[3.2.1]Oct-2-Ene-2-Carboxylate